(E)-3-(3-Chloro-4-hydroxyphenyl)-1-[4-(difluoromethoxy)phenyl]prop-2-en-1-one ClC=1C=C(C=CC1O)/C=C/C(=O)C1=CC=C(C=C1)OC(F)F